ClC(CC=1CN(C(C1)=O)CC1=C(N=C2SC(=NN21)COC)C(F)(F)F)(F)F 3-(2-Chloro-2,2-difluoro-ethyl)-1-[[2-(methoxymethyl)-6-(trifluoromethyl)imidazo[2,1-b][1,3,4]thiadiazol-5-yl]methyl]-2H-pyrrol-5-on